P(=O)(OCCO)(OC(=O)C=C)[O-] 2-hydroxyethyl acryl phosphate